4-((1s,4s)-4-(Azetidin-1-ylmethyl)cyclohexyl)-N2-(2-(1-(cyclopropylsulfonyl)-1H-pyrazol-4-yl)pyrimidin-4-yl)-5-(1-(2,2-difluoroethyl)-1H-pyrazol-3-yl)pyridine-2,4-diamine N1(CCC1)CC1CCC(CC1)C1(CC(=NC=C1C1=NN(C=C1)CC(F)F)NC1=NC(=NC=C1)C=1C=NN(C1)S(=O)(=O)C1CC1)N